FC1=CC=2NC3=CC=CC=C3C2C=C1 2-fluoro-9H-carbazole